CN1N=CC(=C1C=1C=NC=2CCN(CC2C1)C=1C(=C(C=2N(N1)C(=NN2)C(F)(F)F)C)C)C 3-(1,4-dimethyl-1H-pyrazol-5-yl)-6-(7,8-dimethyl-3-(trifluoromethyl)-[1,2,4]triazolo[4,3-b]pyridazin-6-yl)-5,6,7,8-tetrahydro-1,6-naphthyridine